((3aS,4R,6S,6aS)-6-(4-aminopyrrolo[2,1-f][1,2,4]triazin-7-yl)-4-cyano-2,2-dimethyltetrahydrofurano[3,4-d][1,3]dioxol-4-yl) 2-ethylbutyrate C(C)C(C(=O)O[C@]1(O[C@H]([C@@H]2OC(O[C@@H]21)(C)C)C2=CC=C1C(=NC=NN12)N)C#N)CC